OC1=CC(=C(C=2C=C(OC21)C=2C=C(C(=CC2)O)O)[N+](=O)[O-])C 4-(7-hydroxy-5-methyl-4-nitrobenzofuran-2-yl)benzene-1,2-diol